(R)-2-((1-(2-cyano-3-(2-cyanophenyl)-7-methylquinoxalin-5-yl)ethyl)amino)benzoic acid C(#N)C1=NC2=CC(=CC(=C2N=C1C1=C(C=CC=C1)C#N)[C@@H](C)NC1=C(C(=O)O)C=CC=C1)C